BrC1=C(OCC2(COC2)CN(C)C)C=C(C(=C1)F)Br 1-(3-((2,5-dibromo-4-fluorophenoxy)methyl)oxetan-3-yl)-N,N-dimethylmethanamine